C(CCCC)C=1C(=C(C(=O)O)C=CC1)O.C(C=1C(O)=CC=CC1)(=O)OCCCCC AMYL SALICYLATE (amyl 2-hydroxybenzoate)